(S)-2-[(2-butyl-5-chloro-3-methylimidazole-4-carbonyl)amino]-3-phenylpropionic acid C(CCC)C1=NC(=C(N1C)C(=O)N[C@H](C(=O)O)CC1=CC=CC=C1)Cl